8-(benzyloxy)-3,6-dimethyl-1,2,3,4,5,6-hexahydroazepino[4,5-b]indole C(C1=CC=CC=C1)OC=1C=CC=2C3=C(N(C2C1)C)CCN(CC3)C